FC1=CC=C(C=C1)C1=NN(C=C1C=1C2=C(N=CN1)OC(=C2)I)[C@@H]2C[C@@H](C2)S(=O)(=O)C 3-(4-fluorophenyl)-4-{6-iodofuro[2,3-d]pyrimidin-4-yl}-1-[(cis)-3-methanesulfonylcyclobutyl]pyrazole